L-methioninate N[C@@H](CCSC)C(=O)[O-]